C(=O)(O)N(C1=CC=CC=C1)O carboxyhydroxyaniline